[NH]C=1C(=NC(=C(N1)C1=CC=CC=C1)C1=CC=CC=C1)NC1=CC=CC=C1 3-(λ2-azaneyl)-N,5,6-triphenylpyrazin-2-amine